(R)-1-(2-((3-(4-phenoxyphenyl)-1H-pyrazolo[3,4-d]pyrimidin-1-yl)methyl)azetidin-1-yl)but-2-yn-1-one 6-(2-hydroxypropan-2-yl)pyridin-2-carboxylat OC(C)(C)C1=CC=CC(=N1)C(=O)O.O(C1=CC=CC=C1)C1=CC=C(C=C1)C1=NN(C2=NC=NC=C21)C[C@@H]2N(CC2)C(C#CC)=O